(R)-3-oxocyclopentanecarboxylic acid O=C1C[C@@H](CC1)C(=O)O